N1(CCOCC1)C1=NC2=C(N=CC=C2C(=C1)C1=C(C=CC=C1)NS(=O)(=O)C)C1=CC=NN1 N-{2-[2-(morpholin-4-yl)-8-(1H-pyrazol-5-yl)-1,7-naphthyridin-4-yl]phenyl}methanesulfonamide